(S)-4-((3-hydroxypropyl)(4-(5,6,7,8-tetrahydro-1,8-naphthyridin-2-yl)butyl)amino)-2-(quinazolin-4-ylamino)butanoic acid OCCCN(CC[C@@H](C(=O)O)NC1=NC=NC2=CC=CC=C12)CCCCC1=NC=2NCCCC2C=C1